C1(CC1)C=1N=NN(C1)[C@H](C(=O)N1[C@@H](C[C@H](C1)O)C(=O)NCC1=NC(=CN=C1)OC)C(C)(C)C (2S,4R)-1-[(2S)-2-(4-cyclopropyltriazol-1-yl)-3,3-dimethyl-butanoyl]-4-hydroxy-N-[(6-methoxypyrazin-2-yl)methyl]pyrrolidine-2-carboxamide